ClC=1C=C2C(C(=CN(C2=CC1N1[C@H](CCC1)COC1=NC=CC=C1Cl)CC=1C=NC=CC1)C(=O)O)=O (R)-6-chloro-7-(2-(((3-chloropyridin-2-yl)oxy)methyl)pyrrolidin-1-yl)-4-oxo-1-(pyridin-3-ylmethyl)-1,4-dihydroquinoline-3-carboxylic acid